methylpropaneEnoate COC(C=C)=O